C(C(C)C)OC1=CC(CC2(COC2)C1)=O 8-isobutoxy-2-oxaspiro[3.5]non-7-en-6-one